(S)-3-(4-fluoro-2',5,6'-trimethyl-[1,1'-biphenyl]-3-yl)propionic acid ethyl ester hydrochloride Cl.C(C)OC(CCC=1C=C(C=C(C1F)C)C1=C(C=CC=C1C)C)=O